(2R)-N-(2-{1-[(4-cyano-2-fluorophenyl)methyl]piperidin-4-yl}ethyl)-2-methyl-4-(3,4,5-trifluorophenyl)piperazine-1-carboxamide C(#N)C1=CC(=C(C=C1)CN1CCC(CC1)CCNC(=O)N1[C@@H](CN(CC1)C1=CC(=C(C(=C1)F)F)F)C)F